COC1=CC=C(CN2C(=CC=C2)C(C)=O)C=C1 1-(1-(4-Methoxybenzyl)-1H-pyrrol-2-yl)ethan-1-one